2-hydroxyacetaminophenol sulfate S(=O)(=O)(O)OC1=C(C(=CC=C1)NC(=O)C)O